methyl 5-fluoro-2-methylbenzoate FC=1C=CC(=C(C(=O)OC)C1)C